2,6-diamino-4-chloropyrimidine-1-oxide NC1=[N+](C(=CC(=N1)Cl)N)[O-]